C(C)(C)(CC(C)(C)C)NC(C(=C)C)=O N-tert-octyl-methacrylamide